C(C=C)C=1C=C(C(=CC1)O)C=1C(=CC=C(C1)CC=C)O 4,4'-diallyl-Biphenol